6-chloro-1-(3,3-difluorocyclobutyl)-1H-pyrazolo[3,4-b]pyridine ClC1=CC=C2C(=N1)N(N=C2)C2CC(C2)(F)F